(4Z)-4-(1,3-benzothiazol-6-ylmethylene)-2-[[(3R,4R)-4-hydroxytetrahydropyran-3-yl]amino]-1H-imidazol-5-one S1C=NC2=C1C=C(C=C2)\C=C\2/N=C(NC2=O)N[C@@H]2COCC[C@H]2O